Butyl lactate (α-hydroxybutyl propionate) OC(CCC)C(C(=O)O)C.C(C(O)C)(=O)OCCCC